2-(2-cyclopropyl-4-methoxypyridin-3-yl)-7-(4-(1-methyl-4-(trifluoromethyl)-1H-imidazol-2-yl)benzyl)-5H-pyrrolo[3,2-d]pyrimidine C1(CC1)C1=NC=CC(=C1C=1N=CC2=C(N1)C(=CN2)CC2=CC=C(C=C2)C=2N(C=C(N2)C(F)(F)F)C)OC